N1(CCC1)C1=NC=C(C=N1)C(CC(=O)O)N1N=CC2=CC(=CC=C12)OCCC1=NC=2NCCCC2C=C1 3-(2-(azetidin-1-yl)pyrimidin-5-yl)-3-(5-(2-(5,6,7,8-tetrahydro-1,8-naphthyridin-2-yl)ethoxy)-1H-indazol-1-yl)propionic acid